FC(C1=CC=C(C=C1)C=1C(=CC=CC1)C(=O)O)(F)F 4'-(trifluoromethyl)biphenyl-2-carboxylic acid